ClC1=C(C=CC=C1)N1C(N=C(C2=CC=C(C=C12)C1CC1)NC1=CC(=NC=C1)C(F)F)=O 1-(2-chlorophenyl)-7-cyclopropyl-4-((2-(difluoromethyl)pyridin-4-yl)amino)-quinazolin-2(1H)-one